2,2,10,10-Tetramethyl-5,7-dioxatetracyclo[9.2.1.01,9.04,8]tetradecane CC1(C23C(C4OCOC4C1)C(C(CC2)C3)(C)C)C